C1(CC1)C1=CC=NN1C1=CC=C(C=C1)OC(F)(F)F 5-cyclopropyl-1-[4-(trifluoromethoxy)phenyl]pyrazol